CN(CC(=O)N1C[C@H](N(CC1)C=1C(=C2C(=CN1)NC(=C2C(C)C)C=2C=C(C=1N(C2)N=CN1)OC)F)C)C (R)-2-(dimethylamino)-1-(4-(4-fluoro-3-isopropyl-2-(8-methoxy-[1,2,4]triazolo[1,5-a]pyridin-6-yl)-1H-pyrrolo[2,3-c]pyridin-5-yl)-3-methylpiperazin-1-yl)ethan-1-one